O1C(=CC=C1)C=CC=O 3-(furan-2-yl)prop-2-en-1-one